1-N-[4-(6-carbamoyl-7-methoxyquinolin-4-yl)oxyphenyl]-1-N'-(4-fluorophenyl)cyclopropane-1,1-dicarboxamide C(N)(=O)C=1C=C2C(=CC=NC2=CC1OC)OC1=CC=C(C=C1)NC(=O)C1(CC1)C(=O)NC1=CC=C(C=C1)F